CC1(COC2=C1C=C(C=C2)OC2=NC=C(C=N2)N2C(NC(C2=O)(C)C)=O)C 3-[2-[(3,3-dimethyl-2H-benzofuran-5-yl)oxy]pyrimidin-5-yl]-5,5-dimethyl-imidazolidine-2,4-dione